O[C@H]1CNCC[C@H]1C1=CC=C(NC2C(NC(CC2)=O)=O)C=C1 3-[4-[(3R,4S)-3-hydroxy-4-piperidyl]anilino]piperidine-2,6-dione